C(CC)OC(C1=CC=C(C=C1)O)=O.S1C(=CC=C1)C1=CC(=CC(=C1)C=1SC=CC1)C=1SC=CC1 1,3,5-tri(thien-2-yl)benzene propyl-para-hydroxy-benzoate